FC1=CC(=C(C=C1)N1C=C(C=2C1=CN=CC2)C2CCN(CCC2)C(=O)OC(C)(C)C)C(N(C)C(C)C)=O tert-butyl 4-(1-(4-fluoro-2-(isopropyl(methyl) carbamoyl)phenyl)-1H-pyrrolo[2,3-c]pyridin-3-yl)azepane-1-carboxylate